N1-(4-(1H-indol-1-yl)pyrimidin-2-yl)-2-methoxy-N4-methyl-5-nitro-N4-(2-(pyrrolidin-1-yl)ethyl)benzene-1,4-diamine N1(C=CC2=CC=CC=C12)C1=NC(=NC=C1)NC1=C(C=C(C(=C1)[N+](=O)[O-])N(CCN1CCCC1)C)OC